2-((tert-Butoxycarbonyl)oxy)-2-phenylacetic acid C(C)(C)(C)OC(=O)OC(C(=O)O)C1=CC=CC=C1